6-((4-chlorophenyl)ethynyl)-5-(4-methylpiperazin-1-yl)-2-(3,4,5-trimethoxyphenyl)-1H-benzo[d]imidazole ClC1=CC=C(C=C1)C#CC=1C(=CC2=C(NC(=N2)C2=CC(=C(C(=C2)OC)OC)OC)C1)N1CCN(CC1)C